NC1=NC=2C(=CC=CC2C=2N1N=C(N2)C2C(C2)C2=C1CNC(C1=CC=C2)=O)OC 4-[2-(5-amino-7-methoxy[1,2,4]triazolo[1,5-c]quinazolin-2-yl)cyclopropyl]-2,3-dihydro-1H-isoindol-1-one